manganese tetraborate, zirconium salt [Zr+4].B([O-])([O-])[O-].B(O)(O)O.B(O)(O)O.B([O-])([O-])[O-].[Mn+2]